CN(CCCCCC[Si](OCCC\C=C/CCCCC)(OCCC\C=C/CCCCC)OCCC\C=C/CCCCC)C N,N-Dimethyl-6-(tris(((Z)-dec-4-en-1-yl)oxy)silyl)hexan-1-amin